5-Tert-butyl(2-(3-(dibenzylamino)-2-fluoropropoxy)ethyl)(2-(2-(1,3-dioxoisoindolin-2-yl)ethoxy)ethyl)carbamate C(C)(C)(C)C=1C=C2C(N(C(C2=CC1)=O)CCOCCN(C([O-])=O)CCOCC(CN(CC1=CC=CC=C1)CC1=CC=CC=C1)F)=O